ClC=1N=C(C2=C(N1)C=CN2C)NC2C(C1CCC2CC1)C(=O)OC (+/-)-trans-methyl 3-((2-chloro-5-methyl-5H-pyrrolo[3,2-d]pyrimidin-4-yl)amino)bicyclo[2.2.2]octane-2-carboxylate